1-Naphthalene C1=CC=C2C=CC=CC2=C1